(3aR,7aR)-7a-fluorooctahydro-1H-pyrrolo[3,4-c]pyridin-1-one F[C@@]12[C@H](CNCC1)CNC2=O